6-Hydroxypyrimidine-4-carboxylic acid methyl ester COC(=O)C1=NC=NC(=C1)O